4-{[bis(phenylmethyloxy)phosphoryl]oxy}-3,3-dimethylbutanoic acid C1(=CC=CC=C1)COP(=O)(OCC1=CC=CC=C1)OCC(CC(=O)O)(C)C